2-[(2S)-4-[7-(3-chloro-2-cyclopropyl-5-hydroxy-phenyl)-8-fluoro-2-methoxy-pyrido[4,3-d]pyrimidin-4-yl]piperazin-2-yl]acetonitrile ClC=1C(=C(C=C(C1)O)C1=C(C=2N=C(N=C(C2C=N1)N1C[C@@H](NCC1)CC#N)OC)F)C1CC1